C[C@@H]1CN(CCC1)CC1=CC2=C(C(N(C=C2S(=O)(=O)C)C2=CC(=CC=C2)C2(COC2)CC2=NN=CN2C)=O)N1 2-[[(3S)-3-methyl-1-piperidinyl]methyl]-4-methylsulfonyl-6-[3-[3-[(4-methyl-1,2,4-triazol-3-yl)methyl]oxetan-3-yl]phenyl]-1H-pyrrolo[2,3-c]pyridin-7-one